(9R,13S)-9-(2-chlorophenyl)-3-methyl-N,N-dipropyl-16-thia-2,4,5,8-tetraazatetracyclo[8.6.0.02,6.011,15]hexadeca-1(10),3,5,11(15)-tetraene-13-carboxamide ClC1=C(C=CC=C1)[C@@H]1NCC2=NN=C(N2C=2SC=3C[C@H](CC3C12)C(=O)N(CCC)CCC)C